3,3-dimethylbutyl bromoformate BrC(=O)OCCC(C)(C)C